((1-(hydroxymethyl) cyclopropyl) methyl) thiolacetate S1C(=CC=C1)CC(=O)OCC1(CC1)CO